OCCN1N=C(C=C1C(=O)N[C@H](C(=O)OCC)C(C)C)C1=CC(=CC=C1)C=1OC(=CN1)C(NC(CC)CC)=O (S)-ethyl 2-(1-(2-hydroxyethyl)-3-(3-(5-(pentan-3-ylcarbamoyl)oxazol-2-yl)phenyl)-1H-pyrazole-5-carboxamido)-3-methylbutanoate